C(C)(=O)[O-].[Ag+] Silver acetate